(6-{5-azaspiro[2.3]hex-5-yl}-2-ethylpyridin-3-yl)methanol C1CC12CN(C2)C2=CC=C(C(=N2)CC)CO